OC1(CCN(CC1)C(=O)NCCCCCCCCCCCCC(=O)O)C(F)(F)F 13-(4-hydroxy-4-(trifluoromethyl)piperidine-1-carboxamido)tridecanoic acid